(3R)-1-(2-(((R)-1-((dimethylamino)methyl)-2,2-difluorocyclopropyl)methoxy)-7-(8-ethynyl-7-fluoronaphthalen-1-yl)-6,8-difluoroquinazolin-4-yl)-3-methylpiperidin-3-ol CN(C)C[C@@]1(C(C1)(F)F)COC1=NC2=C(C(=C(C=C2C(=N1)N1C[C@@](CCC1)(O)C)F)C1=CC=CC2=CC=C(C(=C12)C#C)F)F